N-cyclopropyl-2-(difluoromethoxy)-4-[7-(3,6-dihydro-2H-pyran-4-yl)-6-fluoro-imidazo[1,2-a]pyridin-3-yl]-6-methoxy-benzamide C1(CC1)NC(C1=C(C=C(C=C1OC)C1=CN=C2N1C=C(C(=C2)C=2CCOCC2)F)OC(F)F)=O